C(CCCCCCCCCCCCC)C(C(=O)OCC(C)C1=CC=C(C=C1)Cl)CCCCCCCCCCCCCCCCCCCCCCCCCCCCC 2-(4-chlorophenyl)propan-1-ol myristyl-hentriacontanoate